ClC1=NC=C(C(=N1)N[C@@H]1[C@H]([C@@H]2CC[C@H]1O2)C(=O)OCC)\C=C\OCC ethyl (1S,2R,3R,4R)-3-((2-chloro-5-((E)-2-ethoxyvinyl) pyrimidin-4-yl) amino)-7-oxabicyclo[2.2.1]heptane-2-carboxylate